3-((5-Methyl-2-(1-methyl-1H-imidazol-2-yl)-6-(1-methyl-1H-pyrazol-3-yl)pyrrolo[2,1-f][1,2,4]triazin-4-yl)oxy)-1H-pyrazol-5-amine CC=1C(=CN2N=C(N=C(C21)OC2=NNC(=C2)N)C=2N(C=CN2)C)C2=NN(C=C2)C